O=C1NC(CCC1N1C(N(C2=C1C=CC(=C2)CCCN2[C@@H](CNCC2)C(=O)O)C)=O)=O (2S)-1-[3-[1-(2,6-dioxo-3-piperidyl)-3-methyl-2-oxo-benzimidazol-5-yl]propyl]piperazine-2-carboxylic acid